(S)-(6-benzyl-8-(hydroxymethyl)-2,6-diazaspiro[3.4]octan-2-yl)(1-(trifluoromethyl)cyclopropyl)methanone C(C1=CC=CC=C1)N1CC2(CN(C2)C(=O)C2(CC2)C(F)(F)F)[C@@H](C1)CO